C(#CCC)S butynthiol